C(#N)C1CCC(CC1)C=1C=C2C(=CC=NC2=CC1)C(=O)NCC(=O)N1CSC[C@H]1C#N 6-((1R,4RS)-4-cyanocyclohexyl)-N-(2-((R)-4-cyanothiazolidin-3-yl)-2-oxoethyl)quinoline-4-carboxamide